2H-[2,7]naphthyridin-1-one C1(NC=CC2=CC=NC=C12)=O